[C@H](C)(CC)[C@@H]1N(CC2=C(NC1=O)C=CC=C2)C(=O)N(C)CCO (S)-3-((S)-sec-butyl)-N-(2-hydroxyethyl)-N-methyl-2-oxo-1,2,3,5-tetrahydro-4H-benzo[e][1,4]diazepine-4-carboxamide